CC1=C(C(=CC=C1)C(=O)C)C 2,3-dimethylacetophenone